NC1=NC(=NC=C1)C=1C=NN(C1OCC[C@H](C)NC1=C(C=NC(=C1)Cl)C1=NC=C(C=C1F)CN1CCN(CC1)C)C (S)-N-(4-((4-(4-aminopyrimidin-2-yl)-1-methyl-1H-pyrazol-5-yl)oxy)butan-2-yl)-6'-chloro-3-fluoro-5-((4-methylpiperazin-1-yl)methyl)-[2,3'-bipyridin]-4'-amine